[N+](=O)([O-])C1=CC=C(C(=O)OC2(CC=C(CC2)C)C(C)=O)C=C1 1-acetyl-4-methylcyclohex-3-en-1-yl 4-nitrobenzoate